(2R)-2-[4-[(Z)-3-(4-Nitrophenyl)prop-2-enoyl]phenoxy]propanoic acid [N+](=O)([O-])C1=CC=C(C=C1)\C=C/C(=O)C1=CC=C(O[C@@H](C(=O)O)C)C=C1